(2S,4R)-1-[(2S)-2-(4-cyclopropyltriazol-1-yl)-3,3-dimethyl-butanoyl]-4-hydroxy-N-(2-methyl-5,6,7,8-tetrahydroquinazolin-6-yl)pyrrolidine-2-carboxamide C1(CC1)C=1N=NN(C1)[C@H](C(=O)N1[C@@H](C[C@H](C1)O)C(=O)NC1CC=2C=NC(=NC2CC1)C)C(C)(C)C